N-(2-((R)-3,4-dimethylpiperazin-1-yl)-5-((6-((R)-3-(3-fluoro-5-(3-fluorophenoxy)phenyl)isoxazolidin-2-yl)pyrimidin-4-yl)amino)-4-methoxyphenyl)acrylamide C[C@@H]1CN(CCN1C)C1=C(C=C(C(=C1)OC)NC1=NC=NC(=C1)N1OCC[C@@H]1C1=CC(=CC(=C1)OC1=CC(=CC=C1)F)F)NC(C=C)=O